(4-(4-Aminopyrazolo[5,1-f][1,2,4]triazin-6-yl)phenyl)carbamic acid tert-butyl ester C(C)(C)(C)OC(NC1=CC=C(C=C1)C1=NN2N=CN=C(C2=C1)N)=O